C(C)(C)(C)C1=C(C(=CC(=C1)C1CCC(CC1)CCC)C(C)(C)C)O 2,6-di-tert-butyl-4-(4-propylcyclohexyl)phenol